tris[N,N-bis(trimethylsilyl)amide] yttrium [Y+3].C[Si]([N-][Si](C)(C)C)(C)C.C[Si]([N-][Si](C)(C)C)(C)C.C[Si]([N-][Si](C)(C)C)(C)C